C(C)(C)(C)OC(=O)N1CC2=CC=CC(=C2CC1)N(C(COC)=O)C 5-(2-methoxy-N-methyl-acetamido)-3,4-dihydroisoquinoline-2(1H)-carboxylic acid tert-butyl ester